ClC=1C(=C(C=CC1)[C@@H](CN(C)C)N)F (S)-1-(3-chloro-2-fluorophenyl)-N2,N2-dimethylethane-1,2-diamine